{3-[(cyclopropylmethoxy)methyl][1,4'-bipiperidin]-1'-yl}-N-[(3,5-difluoropyridin-2-yl)methyl]-1,3-thiazole-5-carboxamide C1(CC1)COCC1CN(CCC1)C1CCN(CC1)C=1SC(=CN1)C(=O)NCC1=NC=C(C=C1F)F